C1(=CC=CC=C1)S(=O)(=O)N1C=CC=2C1=NC=C(C2Cl)C(F)(F)F 1-benzenesulfonyl-4-chloro-5-trifluoromethyl-1H-pyrrolo[2,3-b]pyridine